1,3,5-tris(4-amino-phenoxy)benzene 4-iodo-dibenzofuranbenzyl-3-fluoro-4-hydroxy-piperidine-1-carboxylate IC1=CC=C(C2=C1OC1=C2C=CC=C1)C1=CC=CC=C1COC(=O)N1CC(C(CC1)O)F.NC1=CC=C(OC2=CC(=CC(=C2)OC2=CC=C(C=C2)N)OC2=CC=C(C=C2)N)C=C1